C(C)(C)(C)C1=CC=C(C=C1)C1=CC(=CC=C1)CC(=O)N1C(=NC2=C(CNCCC2)C1=O)C1(CC1)C1=CC=CC=C1 (2-(4'-(tert-butyl)-[1,1'-biphenyl]-3-yl)acetyl)-2-(1-phenylcyclopropyl)-3,5,6,7,8,9-hexahydro-4H-pyrimido[5,4-c]azepin-4-one